oxatriazacycloeicosane-9-carbonitrile O1NNNCCCCC(CCCCCCCCCCC1)C#N